C(C)(C)(C)OC(N[C@H](C)C1=C(C=CC(=C1)F)OCCCCNC1=C(C=NC2=CC(=C(C=C12)Br)F)[N+](=O)[O-])=O (R)-1-(2-(4-(6-bromo-7-fluoro-3-nitroquinolin-4-ylamino)butoxy)-5-fluorophenyl)ethylcarbamic acid tert-butyl ester